CO[C@H](CN(C)CC1=CC=2N=CNC(C2N1COCC[Si](C)(C)C)=O)C 6-[[[(2S)-2-methoxypropyl]-methylamino]methyl]-5-(2-trimethylsilylethoxy-methyl)-3H-pyrrolo[3,2-d]pyrimidin-4-one